1-(2-hydroxy-3-phenoxypropyl)-2-ethylimidazole OC(CN1C(=NC=C1)CC)COC1=CC=CC=C1